ClC1=C(C=C(C(=O)NCCC2=CC(=NO2)C(=O)NO)C=C1)F 5-(2-(4-chloro-3-fluorobenzamido)ethyl)-N-hydroxyisoxazole-3-carboxamide